C12(CC(C1)C2)C=2SC(=C(N2)C=2C(=C(C=CC2)NS(=O)(=O)C2=C(C=CC=C2F)F)F)C2=NC(=NC=C2)NC2CC1(CS(C1C)(=O)=O)C2 N-(3-(2-(bicyclo[1.1.1]pentan-1-yl)-5-(2-((1-methyl-2,2-dioxido-2-thiaspiro[3.3]heptan-6-yl)amino)pyrimidin-4-yl)thiazol-4-yl)-2-fluorophenyl)-2,6-difluorobenzenesulfonamide